(R)-4-(3-Aminoazetidin-1-yl)-7-isopropyl-7,8-dihydro-6H-pyrimido[5,4-b][1,4]oxazin-2-amine NC1CN(C1)C1=NC(=NC2=C1OC[C@H](N2)C(C)C)N